(S,E)-3-((3-(2-(2-(4-(dimethylamino)-N-methylbut-2-enamido)propanamido)ethyl)phenyl)amino)-5-(ethyl(methyl)amino)-6-methylpyrazine-2-carboxamide CN(C/C=C/C(=O)N(C)[C@H](C(=O)NCCC=1C=C(C=CC1)NC=1C(=NC(=C(N1)N(C)CC)C)C(=O)N)C)C